N1N=CC=2C1=NC(=CN2)N[C@@H](C)C=2C=C(C=CC2)NC(C2=CN=CC(=C2)C(C)(C)F)=O (S)-N-(3-(1-((1H-pyrazolo[3,4-b]pyrazin-6-yl)amino)ethyl)phenyl)-5-(2-fluoropropan-2-yl)nicotinamide